n-eicosyl vinyl ether C(=C)OCCCCCCCCCCCCCCCCCCCC